1-(1-Amino-8-fluoroisochinolin-4-yl)-N-(5-cyano-6-(2H-1,2,3-triazol-2-yl)-pyridin-3-yl)-5-(trifluoromethyl)-1H-pyrazol-4-carboxamid NC1=NC=C(C2=CC=CC(=C12)F)N1N=CC(=C1C(F)(F)F)C(=O)NC=1C=NC(=C(C1)C#N)N1N=CC=N1